1-(9H-fluoren-9-yl)-3,6-dioxo-2,10,13,16,19,22,25-heptaoxa-4,7-diazaoctacosan-28-oic acid C1=CC=CC=2C3=CC=CC=C3C(C12)COC(NCC(NCCOCCOCCOCCOCCOCCOCCC(=O)O)=O)=O